Hydrazine Hydrate Hydrobromide Br.O.NN